C(=C)C1=CC=C(C=C1)S(=O)(=O)O p-vinyl-benzenesulfonic acid